CCS(=O)(=O)[O-].[Na+] sodium 2-ethanesulfonate